FC(OC1=C(C=C(C=C1)N1N=C(CC1=O)C)C1=NC=CC=C1)F 2-[4-(difluoromethoxy)-3-(2-pyridyl)phenyl]-5-methyl-4H-pyrazol-3-one